BrC=1C=CC2=C(CN(S2(=O)=O)C2CC(NCC2)=O)C1F 4-(5-bromo-4-fluoro-1,1-dioxidobenzo[d]isothiazol-2(3H)-yl)piperidin-2-one